5-iodo-1,3-dihydroindol-2-one IC=1C=C2CC(NC2=CC1)=O